D-gluconic acid acetate C(C)(=O)O.O=C([C@H](O)[C@@H](O)[C@H](O)[C@H](O)CO)O